tert-butyl 4-[5-acetyl-3-(3-cyclopropyl-8-isoquinolyl)-6,7-dihydro-4H-pyrazolo[4,3-c]pyridin-1-yl]piperidine-1-carboxylate C(C)(=O)N1CC2=C(CC1)N(N=C2C=2C=CC=C1C=C(N=CC21)C2CC2)C2CCN(CC2)C(=O)OC(C)(C)C